C(C)(C)(C)OC(=O)N1C(C(C1)C)CO (hydroxymethyl)-3-methylazetidine-1-carboxylic acid tert-butyl ester